tert-butyl (2S,4S)-2-(2-amino-2-oxoethyl)-4-(7-bromo-6-fluoro-8-iodo-4-(methylthio)-1H-[1,2,3]triazolo[4,5-c]quinolin-1-yl)piperidine-1-carboxylate NC(C[C@H]1N(CC[C@@H](C1)N1N=NC=2C(=NC=3C(=C(C(=CC3C21)I)Br)F)SC)C(=O)OC(C)(C)C)=O